CC=1C(=C(OC1)O)C Dimethylhydroxyfuran